FC1([C@H](C1)CN1C(NC2=NC=C(C=C21)C2=CC(=CC=C2)C(F)(F)F)=O)F |r| (R/S)-1-[(2,2-Difluorocyclopropyl)methyl]-6-[3-(tri-fluoromethyl)phenyl]-3H-imidazo[4,5-b]pyridin-2-on